COC1=NSC(=N1)NC(=O)N1C[C@@H]2[C@H](C1)CC(C2)NC2=C1C(=NC=C2[N+](=O)[O-])N(C=C1)S(=O)(=O)C1=CC=CC=C1 (3aR,5s,6aS)-N-(3-methoxy-1,2,4-thiadiazol-5-yl)-5-((5-nitro-1-(benzenesulfonyl)-1H-pyrrolo[2,3-b]pyridin-4-yl)amino)hexahydrocyclopenta[c]pyrrole-2(1H)-carboxamide